N-(2-ethylhexyl)-3-(4-hydroxyphenyl)propenamide C(C)C(CNC(C=CC1=CC=C(C=C1)O)=O)CCCC